5-(4,6-dichloro-5-hydroxypicolinamido)-2-phenyl-N-(2-(trifluoromethyl)benzyl)thiazole-4-carboxamide ClC1=CC(=NC(=C1O)Cl)C(=O)NC1=C(N=C(S1)C1=CC=CC=C1)C(=O)NCC1=C(C=CC=C1)C(F)(F)F